1-((5-chlorothiophen-2-yl)sulfonyl)-1H-imidazole ClC1=CC=C(S1)S(=O)(=O)N1C=NC=C1